C(C)(C)(C)OC(=O)N1CCC(CC1)(C(=O)OCC)CC(=O)O 2-(1-tert-butoxycarbonyl-4-ethoxycarbonyl-4-piperidinyl)acetic acid